(4-(3-(4-Methoxyphenyl)-1,2,4-oxadiazol-5-yl)piperazin-1-yl)(4-phenoxypiperidin-1-yl)methanone COC1=CC=C(C=C1)C1=NOC(=N1)N1CCN(CC1)C(=O)N1CCC(CC1)OC1=CC=CC=C1